FC(C1=CC=C(C(=O)OCC)C=C1)(F)F Ethyl 4-Trifluoromethylbenzoate